(S)-2-(1,3-dimethyl-2,4-dioxo-1,2,3,4-tetrahydrothieno[2,3-D]pyrimidin-5-yl)-N-(3-(2-(trifluoromethyl)pyrrolidin-1-yl)pyrimidin-5-yl)acetamide CN1C(N(C(C2=C1SC=C2CC(=O)NC2=CN(CN=C2)N2[C@@H](CCC2)C(F)(F)F)=O)C)=O